triphenylphosphine oxide Phosphorus [P].C1(=CC=CC=C1)P(C1=CC=CC=C1)(C1=CC=CC=C1)=O